8-(difluoromethoxy)-4,4-dimethyl-1-oxo-6-(4,4,5,5-tetramethyl-1,3,2-dioxaborolan-2-yl)-3H-isoquinoline-2-carboxylate FC(OC=1C=C(C=C2C(CN(C(C12)=O)C(=O)[O-])(C)C)B1OC(C(O1)(C)C)(C)C)F